CC1=NN(C=N1)C1=CC=C(C=N1)NC(O)=O (6-(3-methyl-1H-1,2,4-triazole-1-yl)pyridin-3-yl)carbamic acid